2-(2-{5-[(3R,5R)-3-amino-5-fluoropiperidine-1-carbonyl]-7-methoxy-1-methyl-1H-1,3-benzodiazol-2-yl}-1-(cyclopropylmethyl)-1H-pyrrolo[2,3-b]pyridin-6-yl)benzonitrile N[C@H]1CN(C[C@@H](C1)F)C(=O)C1=CC2=C(N(C(=N2)C2=CC=3C(=NC(=CC3)C3=C(C#N)C=CC=C3)N2CC2CC2)C)C(=C1)OC